N1N=NC(=C1)CNC(=O)[C@H]1N2C3=C(C=CC=C3C1)CC[C@@H](C2=O)NC([C@H](C(C(F)(F)F)C)NC(C2=CC=CC=C2)=O)=O (2S,5S)-5-((S)-2-Benzoylamino-4,4,4-trifluoro-3-methyl-butyrylamino)-4-oxo-1,2,4,5,6,7-hexahydro-azepino[3,2,1-hi]indole-2-carboxylic acid (1H-[1,2,3]triazol-4-ylmethyl)-amide